5-(1-methyl-1H-pyrazol-4-yl)pyrazin-2-amine CN1N=CC(=C1)C=1N=CC(=NC1)N